FC1(COC1)COC1=NN(C=C1[N+](=O)[O-])COCC[Si](C)(C)C 3-((3-fluorooxetan-3-yl)methoxy)-4-nitro-1-((2-(trimethylsilyl)ethoxy)methyl)-1H-pyrazole